tert-butyl (R)-3-(4-fluoropyridin-3-yl)pyrrolidine-1-carboxylate FC1=C(C=NC=C1)[C@@H]1CN(CC1)C(=O)OC(C)(C)C